[Tl].[Fe] iron-thallium